lithium ferric oxide [O-2].[Fe+3].[Li+].[O-2]